(E)-3-(3-(2-cyclopropyl-6-(trifluoromethyl)pyridin-4-yl)-1H-1,2,4-triazol-1-yl)-2-(2-(1-Hydroxyethyl)pyrimidin-5-yl)acrylamide C1(CC1)C1=NC(=CC(=C1)C1=NN(C=N1)/C=C(/C(=O)N)\C=1C=NC(=NC1)C(C)O)C(F)(F)F